FC(S(=O)(=O)OC=1COC(C1C#N)C)(F)F 4-cyano-5-methyl-2,5-dihydrofuran-3-yl trifluoro-methanesulfonate